4-[3-{4-[(4-chlorobenzyl)oxy]-3-methoxybenzyl}-6-[2-fluoro-1-(fluoromethyl)ethoxy]-2,4-dioxo-3,4-dihydroquinazolin-1(2H)-yl]piperidine-1-carbaldehyde ClC1=CC=C(COC2=C(C=C(CN3C(N(C4=CC=C(C=C4C3=O)OC(CF)CF)C3CCN(CC3)C=O)=O)C=C2)OC)C=C1